[Si](C)(C)(C(C)(C)C)OC[C@H]1N(C2=CC=CC(=C2C1)F)C(=O)OC(C)(C)C (S)-tert-butyl 2-(((tert-butyldimethylsilyl)oxy)methyl)-4-fluoroindoline-1-carboxylate